NC=1C(=C(C=C2C=C(N=CC12)NC1=NN2C(CN(C(C2)=O)C)=C1)C=1C=NC=C(C1C)N)F 2-((8-amino-6-(5-amino-4-methylpyridin-3-yl)-7-fluoroisoquinolin-3-yl)amino)-5-methyl-4,5-dihydropyrazolo[1,5-a]pyrazin-6(7H)-one